CC1(NC(CC(C1)OCCCCCCOC1OCCCC1)(C)C)C 2,2,6,6-Tetramethyl-4-((6-((tetrahydro-2H-pyran-2-yl)oxy)hexyl)oxy)piperidine